ClC1=C(OC2=CC=C(C=N2)C2CN(C2)C(=O)N2C[C@@H]3[C@@H](OCC(N3)=O)CC2)C=CC=C1 (4aR,8aS)-6-[3-[6-(2-chlorophenoxy)-3-pyridinyl]azetidine-1-carbonyl]-4,4a,5,7,8,8a-hexahydropyrido[4,3-b][1,4]oxazin-3-one